2-[(4-ethyl-5-iodo-pyrazol-1-yl)methoxy]ethyl-trimethyl-silane C(C)C=1C=NN(C1I)COCC[Si](C)(C)C